pentaerythritol triitaconate C(C(=C)CC(=O)O)(=O)O.C(C(=C)CC(=O)O)(=O)O.C(C(=C)CC(=O)O)(=O)O.OCC(CO)(CO)CO